C(C=C)(=O)N1CC(C1)(F)CN1C2=C(N(C(C1=O)=O)C=1C(=NC=CC1C)C(C)C)N=C(C(=C2)Cl)C2=C(C(=CC=C2)Cl)Cl 1-((1-acryloyl-3-fluoroazetidin-3-yl)methyl)-7-chloro-6-(2,3-dichlorophenyl)-4-(2-isopropyl-4-methylpyridin-3-yl)-1,4-dihydropyrido[2,3-b]pyrazine-2,3-dione